C(C=CCCCCC)(=O)[O-].[Zr+4].C(C=CCCCCC)(=O)[O-].C(C=CCCCCC)(=O)[O-].C(C=CCCCCC)(=O)[O-] zirconium octenoate